CN(CCCN1N=CC(=C1)NC=1N=C(C2=C(N1)SC=C2C)NC2=CC=CC(=N2)C(C)(C)O)C 2-(6-((2-((1-(3-(dimethylamino)propyl)-1H-pyrazol-4-yl)amino)-5-methylthieno[2,3-d]pyrimidine-4-yl)amino)pyridin-2-yl)propan-2-ol